N-Methyl-5-(4-(trifluoromethyl)phenyl)tetrazolo[1,5-a]quinoline-8-sulfonamide CNS(=O)(=O)C1=CC=C2C(=CC=3N(C2=C1)N=NN3)C3=CC=C(C=C3)C(F)(F)F